C(C)(C)(C)OC(=O)NC1=C(C=C(C=C1)C1=CC(=CC(=C1)C(F)(F)F)Cl)C(=O)O 4-((tert-butoxycarbonyl)amino)-3'-chloro-5'-(trifluoromethyl)-[1,1'-biphenyl]-3-carboxylic acid